3-(5-bromo-6-methoxy-2H-indazol-2-yl)-1-methylcyclohexan-1-ol BrC1=CC2=CN(N=C2C=C1OC)C1CC(CCC1)(O)C